CC(C(=O)O)(CCCCCCCC(=O)O)C1CC(N(C(C1)(C)C)C)(C)C.CC1=C(CNC2=C(C=3C(C4=CC=CC=C4C(C3C=C2)=O)=O)NCC2=C(C=CC=C2)C)C=CC=C1 bis(o-methylbenzylamino)anthraquinone methyl-(N-methyl-2,2,6,6-tetramethyl-4-piperidinyl)sebacate